NC1=NC=NN2C1=C(C=C2C=2C=NC(=C(C(=O)N[C@@H]1CN([C@@H](C1)COC)C(=O)C1CC(C1)(F)F)C2)OC)C(F)(F)F |r| 5-(4-Amino-5-(trifluoromethyl)pyrrolo[2,1-f][1,2,4]triazin-7-yl)-N-((3SR,5SR)-1-(3,3-difluorocyclobutan-1-carbonyl)-5-(methoxymethyl)pyrrolidin-3-yl)-2-methoxynicotinamid